The molecule is a monocarboxylic acid anion that results from the removal of a proton from the carboxy group of soyasapogenol B 3-O-beta-glucuronide. It is a carbohydrate acid derivative anion and a monocarboxylic acid anion. It is a conjugate base of a soyasapogenol B 3-O-beta-glucuronide. C[C@]12CC[C@@H]([C@]([C@@H]1CC[C@@]3([C@@H]2CC=C4[C@]3(CC[C@@]5([C@H]4CC(C[C@H]5O)(C)C)C)C)C)(C)CO)O[C@H]6[C@@H]([C@H]([C@@H]([C@H](O6)C(=O)[O-])O)O)O